F[C@H]1CN(CC[C@H]1NC1=CC=CN2C(=C(C=C12)C#CCNC=1C=C(C(=O)NC)C=CC1OC1CC(C1)O)SC(F)(F)F)C 3-{[3-(8-{[(3S,4R)-3-fluoro-1-methylpiperidin-4-yl]amino}-3-[(trifluoromethyl)sulfanyl]indolizin-2-yl)prop-2-yn-1-yl]amino}-N-methyl-4-[(1s,3s)-3-hydroxycyclobutoxy]benzamide